CC(CCCCCO)C 6-methylheptan-1-ol